NCCCCCCC(=O)N[C@H](C(=O)N1[C@@H](C[C@H](C1)O)C(=O)NCC1=CC=C(C=C1)C1=C(N=CS1)C)C(C)(C)C (2S,4R)-1-((S)-2-(7-aminoheptanamido)-3,3-dimethylbutyryl)-4-hydroxy-N-(4-(4-methylthiazol-5-yl)benzyl)pyrrolidine-2-carboxamide